Cl.C(C)N(CCNCC)CC N,N,N'-triethyl-ethylenediamine hydrochloride